N-(3-methoxy-4-(1H-pyrrolo[2,3-b]pyridin-5-yl)phenyl)cyclohexanamide tert-Butyl-2-[7-cyano-3-(methylamino)imidazo[1,2-a]pyridin-2-yl]-4H,5H,6H,7H-furo[3,2-c]pyridine-5-carboxylate C(C)(C)(C)OC(=O)N1CC2=C(CC1)OC(=C2)C=2N=C1N(C=CC(=C1)C#N)C2NC.COC=2C=C(C=CC2C=2C=C1C(=NC2)NC=C1)NC(=O)C1CCCCC1